1-((1-(2-nitro-4-(1H-pyrazol-4-yl)phenyl)piperidin-4-yl)methyl)pyrrolidin-2-one [N+](=O)([O-])C1=C(C=CC(=C1)C=1C=NNC1)N1CCC(CC1)CN1C(CCC1)=O